1-(aminomethyl)-4-chloro-indan-1-ol NCC1(CCC2=C(C=CC=C12)Cl)O